5-[1-(5-amino-2-pyridyl)-3-(trifluoromethyl)pyrazol-4-yl]-N-[3-chloro-4-(1H-pyrazol-3-ylmethyl-carbamoyl)phenyl]-1-methyl-imidazole-2-carboxamide NC=1C=CC(=NC1)N1N=C(C(=C1)C1=CN=C(N1C)C(=O)NC1=CC(=C(C=C1)C(NCC1=NNC=C1)=O)Cl)C(F)(F)F